3-(benzo[d][1,3]dioxol-5-yl)-1-isopropyl-1H-pyrazolo[3,4-d]pyrimidin-4-amine O1COC2=C1C=CC(=C2)C2=NN(C1=NC=NC(=C12)N)C(C)C